PHENYLSULFONYLMETHYL ISOCYANIDE C1(=CC=CC=C1)S(=O)(=O)C[N+]#[C-]